ClC1=NN(C=C1N(C(CCS(=O)CCC(F)(F)F)=O)CC)C=1C=NC=CC1 (+)-N-[3-chloro-1-(3-pyridinyl)-1H-pyrazol-4-yl]-N-ethyl-3-[(3,3,3-trifluoropropyl)sulfinyl]propanamide